C(C)(C)(C)OB(C1=C(C(=C(C(=C1Cl)Cl)Cl)Cl)Cl)C1=C(C(=C(C(=C1Cl)Cl)Cl)Cl)Cl tert-butoxybis(perchloro-phenyl)borane